C[C@]12CC(C[C@](CCC1)(N2)C)N(C2=CC=C(N=N2)C2=C(C=C(C(=C2)F)C2=CN=NC(=C2)OC)O)C 2-(6-(((1R,3s,5S)-1,5-dimethyl-9-azabicyclo[3.3.1]nonan-3-yl)(methyl)amino)pyridazin-3-yl)-4-fluoro-5-(6-methoxypyridazin-4-yl)phenol